C(CCCCCC(=O)OCCC(CCCCC)CCCCC)(=O)OCC(COC(CCC(OCCCC\C=C/CC)OCCCC\C=C/CC)=O)COC(CCC(CCCCC)OC(NCCN1CCCC1)=O)=O 1-(3-((4,4-bis(((Z)-oct-5-en-1-yl)oxy)butanoyl)oxy)-2-(((4-(((2-(pyrrolidin-1-yl)ethyl)carbamoyl)oxy)nonanoyl)oxy)methyl)propyl) 7-(3-pentyloctyl) heptanedioate